5-fluoro-N-hydroxybenzamide FC=1C=CC=C(C(=O)NO)C1